3-((1r,4R)-4-methoxycyclohexyl)oxazolidin-2-one COC1CCC(CC1)N1C(OCC1)=O